(S)-2-(4-(6-((5-carbamoylthiazol-2-yl)methoxy)pyridin-2-yl)-2,5-difluorobenzyl)-1-(oxetan-2-ylmethyl)-1H-benzo[d]imidazole-6-carboxylic acid C(N)(=O)C1=CN=C(S1)COC1=CC=CC(=N1)C1=CC(=C(CC2=NC3=C(N2C[C@H]2OCC2)C=C(C=C3)C(=O)O)C=C1F)F